6-(6-(2-hydroxypropan-2-yl)pyridin-3-yl)-4-(tetrahydro-2H-pyran-4-yl)-3,4-dihydropyrazino[2,3-b]pyrazin-2(1H)-one OC(C)(C)C1=CC=C(C=N1)C=1N=C2C(=NC1)NC(CN2C2CCOCC2)=O